O1CCC(=CC1)C=1C=NN2C1N=C(N=C2N(CC2=CC=C(C=C2)OC)CC2=CC=C(C=C2)OC)N2CCOCC2 8-(3,6-dihydro-2H-pyran-4-yl)-N,N-bis[(4-methoxyphenyl)methyl]-2-(morpholin-4-yl)pyrazolo[1,5-a][1,3,5]triazin-4-amine